C1(=CC=C(C=C1)CN(C1=CC(=NC=2N1N=CC2C2CC2)NC[C@@H]2[C@H](CN(CC2)C(=O)OC(C)(C)C)O)C(=O)OC(C)(C)C)C2=CC=CC=C2 tert-butyl (3r,4r)-4-(((7-(([1,1'-biphenyl]-4-ylmethyl) (tert-butoxycarbonyl) amino)-3-cyclopropylpyrazolo[1,5-a]pyrimidin-5-yl) amino) methyl)-3-hydroxypiperidine-1-carboxylate